1'-((2-fluoro-4-oxo-4,5-dihydropyrrolo[1,2-a]quinoxalin-7-yl)methyl)-1',2',3',6'-tetrahydro-[2,4'-bipyridine]-5-carbonitrile FC=1C=C2N(C3=CC=C(C=C3NC2=O)CN2CCC(=CC2)C2=NC=C(C=C2)C#N)C1